4-acetyl-2-(6-chlorochroman-3-yl)-6-methylisoindolin-1-one C(C)(=O)C1=C2CN(C(C2=CC(=C1)C)=O)C1COC2=CC=C(C=C2C1)Cl